(S)-4-nitro-3-((oxetane-2-ylmethyl)amino)benzoic acid methyl ester COC(C1=CC(=C(C=C1)[N+](=O)[O-])NC[C@H]1OCC1)=O